ClC=1C(N(N=CC1NC[C@@H]1COCCC1)C1=CC=C(C=C1)O[C@@H]1CN(CC1)C(C(C)C)=O)=O 4-chloro-2-(4-(((S)-1-isobutyrylpyrrolidin-3-yl)oxy)phenyl)-5-((((R)-tetrahydro-2H-pyran-3-yl)methyl)amino)pyridazin-3(2H)-one